NCCOC1(CCC(CC1)NC(=O)[C@H]1CCN(C2(CC2)C1)C(=O)C1=NNC(=C1)C1=CC(=NC=C1F)OC)C(F)(F)F (S)-N-((1r,4S)-4-(2-aminoethoxy)-4-(trifluoromethyl)cyclohexyl)-4-(5-(5-fluoro-2-methoxypyridin-4-yl)-1H-pyrazole-3-carbonyl)-4-azaspiro[2.5]octane-7-carboxamide